C(CCCCCCCCCCCCCCC)(=O)NCCOCCOCC(=O)NC1=C(C(=O)N)C=CC=C1 2-(2-(2-(palmitoylaminoethoxy)ethoxy)acetamido)benzamide